6-(3-(1-methylcyclopropyl)-1,2,4-oxadiazol-5-carboxamido)-7-oxohept-2-enoat CC1(CC1)C1=NOC(=N1)C(=O)NC(CCC=CC(=O)[O-])C=O